8-((4-Chloro-2-fluorobenzyl)oxy)-1,3,4,5-tetrahydro-2H-benzo[d]azepine ClC1=CC(=C(COC=2C=CC3=C(CCNCC3)C2)C=C1)F